2'-chloro-5'-methyl-[1,1'-biphenyl]-2,6-diol ClC1=C(C=C(C=C1)C)C=1C(=CC=CC1O)O